O1C[C@H](CC1)COC1CCC(CC1)C(=O)O 4-(((S)-tetrahydrofuran-3-yl)methoxy)cyclohexane-1-carboxylic acid